tert-Butyl 3-((2-(tert-butylamino)-8-((3-(trifluoromethyl)phenyl)amino)-9H-purin-9-yl) methyl)pyrrolidine-1-carboxylate C(C)(C)(C)NC1=NC=C2N=C(N(C2=N1)CC1CN(CC1)C(=O)OC(C)(C)C)NC1=CC(=CC=C1)C(F)(F)F